FC(N1C=NC2=C1C=CC(=C2)OC2=C(C(=C(C=C2)NC2=NC=NC1=C2N=C(N=C1)N1C[C@H](N(CC1)C(C=C)=O)C)F)C)F (R)-1-(4-(8-((4-((1-(difluoromethyl)-1H-benzo[d]imidazol-5-yl)oxy)-2-fluoro-3-methylphenyl)amino)pyrimido[5,4-d]pyrimidin-2-yl)-2-methylpiperazin-1-yl)prop-2-en-1-one